5-(chloromethyl)-2-ethylthiazole ClCC1=CN=C(S1)CC